3-benzyl-1-(trans-4-((5-cyanopyridin-2-yl)amino)cyclohexyl)-1-(4-(2-oxa-7-azaspiro[3.5]nonan-7-yl)phenyl)urea C(C1=CC=CC=C1)NC(N(C1=CC=C(C=C1)N1CCC2(COC2)CC1)[C@@H]1CC[C@H](CC1)NC1=NC=C(C=C1)C#N)=O